methyl 3-oxocyclohexanecarboxylate O=C1CC(CCC1)C(=O)OC